2-(trifluoromethyl)pyridine-5-boronic acid pinacol ester FC(C1=NC=C(C=C1)B1OC(C)(C)C(C)(C)O1)(F)F